7-(8-chloro-3-(difluoromethoxy)naphthalen-1-yl)-8-fluoro-2-(((2R,7aS)-2-fluorohexahydro-1H-pyrrolizin-7a-yl)methoxy)-N-methyl-N-((R)-pyrrolidin-3-yl)pyrido[4,3-d]pyrimidin-4-amine ClC=1C=CC=C2C=C(C=C(C12)C1=C(C=2N=C(N=C(C2C=N1)N([C@H]1CNCC1)C)OC[C@]12CCCN2C[C@@H](C1)F)F)OC(F)F